C[C@H]1O[C@H](CN(C1)C1=CC(=C(C=C1C=1C=NN(C1)C)NC=1N=C(C2=C(N1)NC=C2)NC=2C=C1N=CC=NC1=CC2)OCC(F)(F)F)C 6-((2-((4-((2R,6S)-2,6-dimethyl-morpholino)-5-(1-methyl-1H-pyrazol-4-yl)-2-(2,2,2-trifluoroethoxy)phenyl)amino)-7H-pyrrolo[2,3-d]pyrimidin-4-yl)amino)quinoxalin